2-(1-(4-Amino-3-(3-(dimethylamino)phenyl)-1H-pyrazolo[3,4-d]pyrimidin-1-yl)ethyl)-3-(3-Fluorophenyl)-4H-chromen-4-one NC1=C2C(=NC=N1)N(N=C2C2=CC(=CC=C2)N(C)C)C(C)C=2OC1=CC=CC=C1C(C2C2=CC(=CC=C2)F)=O